Cl.C12CN(CC(CC1)N2)C2=CC(=CC(=N2)NC2=NNC(=C2)C)C 6-(3,8-diazabicyclo[3.2.1]oct-3-yl)-4-methyl-N-(5-methyl-1H-pyrazol-3-yl)pyridin-2-amine hydrochloride